2,3-diisobutylsuccinic acid diethyl ester C(C)OC(C(C(C(=O)OCC)CC(C)C)CC(C)C)=O